16-amino-3-[2-[(4-aminobutyl)(3-aminopropyl)amino]-2-oxoethyl]-12-(3-aminopropyl)-6,9-bis(carboxymethyl)-11-oxo-3,6,9,12-tetraazahexadecanoic acid NCCCCN(C(CN(CCN(CCN(CC(=O)O)CC(=O)N(CCCN)CCCCN)CC(=O)O)CC(=O)O)=O)CCCN